OC1=CC=C(CN2C(=O)C3C4(C=CC(C3C2=O)C4)CC=C)C=C1 N-(p-hydroxybenzyl)-allylbicyclo[2.2.1]hept-5-ene-2,3-dicarboximide